[NH4+].NC1=C(C(=NC(=C1Cl)Cl)C(=O)[O-])Cl 4-amino-3,5,6-trichloropyridinecarboxylic acid ammonium salt